ClC1=CC=C(C=C1)NC=1C(C(C1NCCC1=C(C=CC=C1)C)=O)=O 3-[(4-Chlorophenyl)amino]-4-{[2-(2-methylphenyl)ethyl]amino}cyclobut-3-ene-1,2-dione